CC12C(CCC1C1CCC3=CC(CCC3=C1CC2)=O)CC(=O)[O-] 13-methyl-3-oxo-2,3,6,7,8,11,12,13,14,15,16,17-dodecahydro-1H-cyclopenta[a]phenanthren-17-yl-acetate